OC1=CC=C2C=CC=NC2=C1C(C)=O 1-(7-hydroxyquinoline-8-yl)ethan-1-one